C(C)(C)(C)OC(=O)C1=CC=C(C=C1)C=1C=CC(=NC1)NC(=O)[C@@H]1N(CCC1)C(=O)OC(C)(C)C tert-butyl (2R)-2-({5-[4-(tert-butoxycarbonyl)phenyl]pyridin-2-yl}carbamoyl)pyrrolidine-1-carboxylate